FC1=NC=C(C(=C1)C=1C=NC=2CCN(CC2C1)C=1C(=CC=2N(N1)C(C=C(N2)COC)=O)C)F 7-(3-(2,5-difluoropyridin-4-yl)-7,8-dihydro-1,6-naphthyridin-6(5H)-yl)-2-(methoxymethyl)-8-methyl-4H-pyrimido[1,2-b]pyridazin-4-one